F[C@H]1CN(CC[C@H]1NC1=C2C=C(N(C2=CC=C1)CC(F)(F)F)C1=NOC(=N1)CNC(=O)C=1C=NN(C1)C1=CC=CC=C1)C N-{[3-(4-{[(3S,4R)-3-fluoro-1-methylpiperidin-4-yl]amino}-1-(2,2,2-trifluoroethyl)-1H-indol-2-yl)-1,2,4-oxadiazol-5-yl]methyl}-1-phenyl-1H-pyrazole-4-carboxamide